C12OCC(CC1)(CC2)C(=O)N oxabicyclo[2.2.2]octane-4-carboxamide